N1N=NC=C1C1CCN(CC1)C1=NN=C(O1)C=1C=NC(=NC1)NC1CC2=CC(=C(C=C2C1)F)F 5-(5-(4-(1H-1,2,3-Triazol-5-yl)piperidin-1-yl)-1,3,4-oxadiazol-2-yl)-N-(5,6-difluoro-2,3-dihydro-1H-inden-2-yl)pyrimidin-2-amine